N1C(=NC2=C1C=CC=C2)NC(=O)NC2=CC(=CC=C2)Cl 1-(1H-benzo[d]imidazol-2-yl)-3-(3-chlorophenyl)urea